ClCC1=C(C2=CC3=CC4=CC=CC=C4C=C3C=C2C=C1)CCl bis(chloromethyl)naphthacene